NC1CCC(CC1)C(=O)N1[C@H](C2=CC=CC=C2CC1)C1=CC=C(C=C1)F (S)-(4-aminocyclohexyl)(1-(4-fluorophenyl)-3,4-dihydroisoquinolin-2(1H)-yl)methanone